4-(3-acrylamidophenylamino)-5-fluoro-2-(3-(3-(methylsulfonyl)propoxy)phenylamino)-pyrimidine C(C=C)(=O)NC=1C=C(C=CC1)NC1=NC(=NC=C1F)NC1=CC(=CC=C1)OCCCS(=O)(=O)C